C(=O)NNC(=S)NCCN(C(OC(C)(C)C)=O)C tert-butyl N-{2-[(formohydrazidomethanethioyl)amino]ethyl}-N-methylcarbamate